CC1CCN(C1)C(C(=O)C1=CC=CC=C1)(C)C 4-methyl-α-pyrrolidino-α-methylpropiophenone